(R)-9-methyl-N-(4-methyl-2-sulfamoylphenyl)-6-oxo-6,7,8,9-tetrahydropyrido[3',2':4,5]pyrrolo[1,2-a]pyrazine-2-carboxamide C[C@@H]1CNC(C=2N1C1=C(C2)C=CC(=N1)C(=O)NC1=C(C=C(C=C1)C)S(N)(=O)=O)=O